C(C)(=O)O[C@H]1[C@@]2(CO[C@H]([C@@H]([C@H]1OC(C)=O)NC1=NC(=CC=C1)C(F)(F)F)O2)COCCCCC(=O)OCC2=CC=CC=C2 (1S,2R,3R,4R,5S)-1-(((5-(benzyloxy)-5-oxopentyl)oxy)methyl)-4-((6-(trifluoromethyl)pyridin-2-yl)amino)-6,8-dioxabicyclo[3.2.1]octane-2,3-diyl diacetate